C(C)C1=CC(=CC=C1)CC 1,3-diethylbenzene